ClC1=C2C(=NC=C1)NCC2C 4-chloro-3-methyl-2,3-dihydro-1H-pyrrolo[2,3-b]pyridine